C(C)OCC1=C(N=C(S1)NC1=CC=C(C=C1)S(=O)(=O)C)C1=CC(=NC=C1)C 5-(ethoxymethyl)-4-(2-methylpyridin-4-yl)-N-(4-(methylsulfonyl)phenyl)thiazol-2-amine